tert-Butyl 8-((R)-1-((4-(N,N-diethylsulfamoyl)phenyl)sulfonyl)piperidine-3-carbonyl)-3,8-diazabicyclo[3.2.1]octane-3-carboxylate C(C)N(S(=O)(=O)C1=CC=C(C=C1)S(=O)(=O)N1C[C@@H](CCC1)C(=O)N1C2CN(CC1CC2)C(=O)OC(C)(C)C)CC